(S)-6-(1-amino-1,3-dihydrospiro[indene-2,4'-piperidine]-1'-yl)-3-(1-(3-hydroxy-2-methoxyphenyl)vinyl)-1,5-dihydro-4H-pyrazolo[3,4-d]pyrimidin-4-one N[C@@H]1C2=CC=CC=C2CC12CCN(CC2)C=2NC(C1=C(N2)NN=C1C(=C)C1=C(C(=CC=C1)O)OC)=O